CC1=C(C=CC=C1C)C1=CC(=CC=C1)[C@@H]1N(OCC1)C1=CC(=NC=N1)NC=1C(=CC(=C(C1)NC(C=C)=O)N1CCN(CC1)C)OC (R)-N-(5-((6-(3-(2',3'-dimethyl-[1,1'-biphenyl]-3-yl)isoxazolidin-2-yl)pyrimidin-4-yl)amino)-4-methoxy-2-(4-methylpiperazin-1-yl)phenyl)acrylamide